OC[C@]1(N2C[C@H]([C@](C1=O)(CC2)C)C)COC (1S,2S,4R,5S)-2-(hydroxymethyl)-2-(methoxymethyl)-4,5-dimethylquinuclidin-3-one